5-(1-(4-(cyclopropylsulfonyl)benzyl)-4-hydroxypiperidin-4-yl)-2-(2,6-dioxopiperidin-3-yl)isoindoline-1,3-dione C1(CC1)S(=O)(=O)C1=CC=C(CN2CCC(CC2)(O)C=2C=C3C(N(C(C3=CC2)=O)C2C(NC(CC2)=O)=O)=O)C=C1